FC1=C(C=CC(=C1SC)NCC#C)P(C)(C)=O (2-fluoro-3-(methylthio)-4-(prop-2-yn-1-ylamino)phenyl)dimethylphosphine oxide